3-(5-methyl-1,3-thiazol-2-yl)-5-(tetrahydro-2H-pyran-4-yloxy)-N-{1-[5-(trifluoromethyl)-1,3,4-thiadiazol-2-yl]ethyl}benzamide CC1=CN=C(S1)C=1C=C(C(=O)NC(C)C=2SC(=NN2)C(F)(F)F)C=C(C1)OC1CCOCC1